3-Methyl-1-(6-phenylpyrazolo[4,3-b]pyridin-1-yl)butan-2-one CC(C(CN1N=CC2=NC=C(C=C21)C2=CC=CC=C2)=O)C